COC1=CC=C(C=C1)C1(COCC1)CO (3-(4-methoxyphenyl)tetrahydrofuran-3-yl)methanol